tert-butyl (R)-6-(5-((tert-butyldiphenylsilyl)oxy)pentyl)-2-cyano-6,7-dihydropyrazolo[1,5-a]pyrazine-5(4H)-carboxylate [Si](C1=CC=CC=C1)(C1=CC=CC=C1)(C(C)(C)C)OCCCCC[C@H]1N(CC=2N(C1)N=C(C2)C#N)C(=O)OC(C)(C)C